3-oxa-2-cyclohexanone C1C(OCCC1)=O